C=C1C=CC=C(N1)C(=O)O 6-(methylene)picolinic acid